CC=1C=CC=C2C=CN(C12)C 7-methyl-N-methylindole